2-(4-(1-(tert-butoxycarbonyl)piperidin-2-yl)phenoxy)acetic acid C(C)(C)(C)OC(=O)N1C(CCCC1)C1=CC=C(OCC(=O)O)C=C1